tert-butyl ((5R,6S)-5-(4-(4-((4-(2-((S)-2,6-dioxopiperidin-3-yl)-1-oxoisoindolin-5-yl)piperazin-1-yl)methyl)piperidin-1-yl)phenyl)-6-phenyl-5,6,7,8-tetrahydronaphthalen-2-yl)carbamate O=C1NC(CC[C@@H]1N1C(C2=CC=C(C=C2C1)N1CCN(CC1)CC1CCN(CC1)C1=CC=C(C=C1)[C@@H]1C=2C=CC(=CC2CC[C@@H]1C1=CC=CC=C1)NC(OC(C)(C)C)=O)=O)=O